CC(C(=O)O)(CCCCCCCC(=O)O)C1CC(N(C(C1)(C)C)C)(C)C.ClC1=C(C=CC(=C1)I)C(F)(F)F 2-chloro-4-iodo-1-(trifluoromethyl)benzene methyl-(1,2,2,6,6-pentamethyl-4-piperidinyl)sebacate